2-di-ethylaminoethanol C(C)N(CCO)CC